4-(3-methylfuran-2-yl)-5-(4-methylquinazolin-6-yl)pyrimidin-2-amine CC1=C(OC=C1)C1=NC(=NC=C1C=1C=C2C(=NC=NC2=CC1)C)N